[Br-].NC1=NC=NN2C1=C(C=C2Br)C[N+](CC)(CC)CC N-((4-amino-7-bromopyrrolo[2,1-f][1,2,4]triazin-5-yl)methyl)-N,N-diethylethanaminium, bromide salt